FC(C1=NC(=CC(=C1)N)O[C@@H]1CN(CC1)C)F (S)-2-(difluoromethyl)-6-((1-methylpyrrolidin-3-yl)oxy)pyridin-4-amine